N[C@@H]1C=2C(=NC=CC2)CC12CCN(CC2)C=2N=CC(=NC2CO)SC=2C(=C1C(N(C=NC1=CC2)CCOC)=O)Cl (S)-6-((5-(5-amino-5,7-dihydrospiro[cyclopenta[b]pyridine-6,4'-piperidin]-1'-yl)-6-(hydroxymethyl)pyrazin-2-yl)thio)-5-chloro-3-(2-methoxyethyl)quinazolin-4(3H)-one